CC1=CC=CC(=N1)C1=C(N=CN1)C=1C=C2C=C(C=NC2=CC1)C=1N=C(SC1)C(=O)O[C@H]1CNCC1 [(3R)-pyrrolidin-3-yl] 4-[6-[5-(6-methyl-2-pyridyl)-1H-imidazol-4-yl]-3-quinolyl]thiazole-2-carboxylate